N-(1-(5-bromopyridin-2-yl)-2,2,2-trifluoroethyl)-N-methyltetrahydro-2H-thiopyran-4-carboxamide 1,1-dioxide BrC=1C=CC(=NC1)C(C(F)(F)F)N(C(=O)C1CCS(CC1)(=O)=O)C